5-(N-(2-(4-(3-bromothiophene-2-carbonyl)piperazin-1-yl)phenyl)-N-(3-methoxyphenethyl)sulfamoyl)-3-methylbenzothiophene-2-carboxylic acid ethyl ester C(C)OC(=O)C=1SC2=C(C1C)C=C(C=C2)S(N(CCC2=CC(=CC=C2)OC)C2=C(C=CC=C2)N2CCN(CC2)C(=O)C=2SC=CC2Br)(=O)=O